NC=1C2=C(N=C(N1)C)N(C=C2C2=C(C=C(C=C2)NC(C(O)C2=CC(=CC(=C2)F)F)=O)F)C N-(4-(4-amino-2,7-dimethyl-7H-pyrrolo[2,3-d]pyrimidin-5-yl)-3-fluorophenyl)-2-(3,5-difluorophenyl)-2-hydroxyacetamide